C(C(C)C)NC=1N=CC2=C(N1)NC=C2C=2C=C1N=CC=NC1=CC2 N-isobutyl-5-(quinoxalin-6-yl)-7H-pyrrolo[2,3-d]pyrimidin-2-amine